COC=1C(=NC=CC1)[C@H]1[C@@H](O[C@@]([C@@H]1C)(C(F)(F)F)C)C(=O)NC1=CC(=NC=C1)C(=O)N (2R,3S,4R,5S)-4-[[3-(3-Methoxy-2-pyridyl)-4,5-dimethyl-5-(trifluoromethyl)tetrahydrofuran-2-carbonyl]amino]pyridin-2-carboxamid